C(C=C)(=O)OC1=COCO1 1,3-dioxol-5-yl acrylate